C([C@@H](C(O)([2H])[2H])CCC)([2H])([2H])[2H] (R)-2-(Methyl-d3)pentan-1,1-d2-1-ol